2-HYDROXY-6-METHYL-PYRIDINE-3-CARBALDEHYDE OC1=NC(=CC=C1C=O)C